FC=1C=C2N(CCN(C2=CC1)C(CCN1[C@@H](CCCC1)C)=O)C1=CC=CC=C1 (R)-1-(6-fluoro-4-phenyl-3,4-dihydroquinoxalin-1(2H)-yl)-3-(2-methylpiperidin-1-yl)propan-1-one